3-[5-methyl-2-(propan-2-yl)thiophen-3-yl]Urea CC1=CC(=C(S1)C(C)C)NC(N)=O